(R)-9-chloro-1-methyl-4-((1-methyl-1H-pyrazol-4-yl)methyl)-N-(1-methylcyclopropyl)-5-oxo-1,2,4,5-tetrahydroimidazo[1,2-a]quinazoline-7-sulfonamide ClC=1C=C(C=C2C(N(C=3N(C12)[C@@H](CN3)C)CC=3C=NN(C3)C)=O)S(=O)(=O)NC3(CC3)C